(3R,5R,8R,9R,10S,13S,14S,17R)-17-((2S,3S)-3-hydroxy-4-(trifluoromethoxy)butan-2-yl)-13-methyl-3-(trifluoromethyl)hexadecahydro-1H-cyclopenta[a]phenanthren-3-ol O[C@@H]([C@@H](C)[C@H]1CC[C@H]2[C@@H]3CC[C@@H]4C[C@@](CC[C@@H]4[C@H]3CC[C@]12C)(O)C(F)(F)F)COC(F)(F)F